(±)-(5,5-dimethyl-4,6-dioxaspiro[2.4]hept-7-yl)methanol CC1(OC2(CC2)[C@H](O1)CO)C |r|